3-bromo-N-(6-cyclopropyl-3-methoxy-2-methylphenyl)-5,6-dimethylpyridin-2-amine BrC=1C(=NC(=C(C1)C)C)NC1=C(C(=CC=C1C1CC1)OC)C